BrC1=NC=C(C=C1)OCCO[Si](C)(C)C(C)(C)C bromo-5-(2-((tert-butyldimethylsilyl)oxy)ethoxy)pyridine